C1CCCC2=CC3=CC4=CC=CC=C4C=C3C=C12 1,3-dihydronaphthacene